1-(6-[8-methyl-3,8-diazabicyclo[3.2.1]oct-3-yl]pyridin-2-yl)methylamine CN1C2CN(CC1CC2)C2=CC=CC(=N2)CN